FC=1C(=C(C=CC1F)C(=O)N1CC(C1)(O)C(CC)[N+](=O)[O-])NC1=C(C=C(C=C1)I)F 1-({3,4-difluoro-2-[(2-fluoro-4-iodophenyl)amino]Phenyl}carbonyl)-3-(1-nitropropyl)azetidin-3-ol